O1COC2=C1C=CC(=C2)CC2(NC(=NC(=C2)C2=COC=C2)N)N 4-(benzo[d][1,3]dioxol-5-ylmethyl)-6-(furan-3-yl)pyrimidine-2,4-diamine